CC1=NN=C(C(N1)=O)C(C)C1=CC=CC=C1 3-methyl-6-(1-phenylethyl)-1,2,4-triazin-5(4H)-one